tert-butyl N-isopropoxy-N-propyl-carbamate C(C)(C)ON(C(OC(C)(C)C)=O)CCC